C1(CCC1)CC=1N=CC2=C(N1)NC=C2C2=CC=1N(C=C2)N=CC1C(=O)NC1CCOCC1 5-(2-(cyclobutylmethyl)-7H-pyrrolo[2,3-d]pyrimidin-5-yl)-N-(tetrahydro-2H-pyran-4-yl)pyrazolo[1,5-a]pyridine-3-carboxamide